IC1=CN(C=2N=CN=C(C21)N)[C@@H]2CN[C@H](C2)COC 5-iodo-7-[(3S,5R)-5-(methoxymethyl)pyrrolidin-3-yl]pyrrolo[2,3-d]pyrimidin-4-amine